Bromotriazine C1=CN=NN=C1Br